tert-butyl (S)-3-(6-(difluoromethoxy)pyridin-3-yl)-3-(1-(2,2-dimethoxyethyl)-3-(3-(5,6,7,8-tetrahydro-1,8-naphthyridin-2-yl)propyl)ureido)propanoate FC(OC1=CC=C(C=N1)[C@H](CC(=O)OC(C)(C)C)N(C(=O)NCCCC1=NC=2NCCCC2C=C1)CC(OC)OC)F